tert-butyl 3-(6-bromo-5-fluoro-4-oxo-quinazolin-3-yl)-1-oxa-8-azaspiro[4.5]decane-8-carboxylate BrC=1C(=C2C(N(C=NC2=CC1)C1COC2(C1)CCN(CC2)C(=O)OC(C)(C)C)=O)F